C(C)(=O)O[C@H]1[C@@H]([C@H](C(O)O[C@@H]1COC(C)=O)NC(C(F)(F)F)=O)O 4,6-di-O-acetyl-2-deoxy-2-trifluoroacetylamino-D-glucopyranose